Methyl 1-((1-ethyl-1H-imidazol-5-yl)methyl)-2-(hydroxymethyl)-1H-benzo[d]imidazole-6-carboxylate C(C)N1C=NC=C1CN1C(=NC2=C1C=C(C=C2)C(=O)OC)CO